1-(bromomethyl)-2-chloro-5-ethyl-4-fluorobenzene BrCC1=C(C=C(C(=C1)CC)F)Cl